tributyl-phosphane C(CCC)P(CCCC)CCCC